N-[[4-(3-hydroxycyclobutyl)-1-[4-(trifluoromethoxy)phenyl]pyrazolo[3,4-b]pyridin-3-yl]methyl]prop-2-enamide OC1CC(C1)C1=C2C(=NC=C1)N(N=C2CNC(C=C)=O)C2=CC=C(C=C2)OC(F)(F)F